CN(CCCNCCC[Si](OC)(OC)OC)C N1,N1-dimethyl-N3-(3-(trimethoxysilyl)propyl)propan-1,3-diamine